C1(=CC=C(C=C1)[B-](C1=CC=C(C=C1)C)(C1=CC=C(C=C1)C)C1=CC=C(C=C1)C)C.C(CCC)[NH+](CCCC)CCCC tributylammonium tetrakis(p-tolyl)borate